FC1=C(C=CC(=C1)C(=O)O)C1=CC=CC=C1 fluoro-1,1'-biphenyl-4-carboxylic acid